COC(=O)C1=NC=C(C=C1)C(C)(C)OC 5-(2-methoxypropan-2-yl)pyridine-2-carboxylic acid methyl ester